racemic-2-tert-butyl-7-azabicyclo[2.2.1]heptan-2-ol C(C)(C)(C)C1(C2CCC(C1)N2)O